5-cyano-2-(1-methyl-1H-pyrazol-4-yl)-1-p-toluenesulfonyl-1H-pyrrole C(#N)C1=CC=C(N1S(=O)(=O)C1=CC=C(C)C=C1)C=1C=NN(C1)C